BrC=1C(N(C(N(C1)CC(=O)OC)=O)CCCSC)=O Methyl [5-bromo-3-(3-methylsulfanyl-propyl)-2,4-dioxo-3,4-dihydro-2H-pyrimidin-1-yl]-acetate